[Cl-].[In+3].NC1=C2N=CN(C2=NC=N1)C1=NC2=CC=CC=C2C(=N1)O.[Cl-].[Cl-] 2-(6-Amino-9H-purin-9-yl)quinazolin-4-ol Indium Chlorid